C\C(=C/C)\C=C(/C=C(/C=C\CC)\C)\C (2E,4Z,6E,8Z)-3,5,7-trimethyl-2,4,6,8-undecatetraene